(2R-3S)-3-acetamido-2-allyl-N-tert-butyltetrahydrofuran-3-carboxamide C(C)(=O)N[C@@]1([C@H](OCC1)CC=C)C(=O)NC(C)(C)C